(4-bromo-3-fluorophenyl)-N,N-diethylacetamide BrC1=C(C=C(C=C1)CC(=O)N(CC)CC)F